C(C)C1=NC(=C2C(=N1)N(N=C2)C)NCC2=CC=C(C=C2)S(=O)(=O)N 4-(((6-Ethyl-1-methyl-1H-pyrazolo[3,4-d]pyrimidin-4-yl)amino)methyl)benzenesulfonamide